FC1=C(C(=O)N2C[C@H](N([C@@H](C2)C)C(\C=C\C2=CC=C(C=C2)O)=O)C)C=CC(=C1)OC (E)-1-((2R,6R)-4-(2-fluoro-4-methoxybenzoyl)-2,6-dimethylpiperazin-1-yl)-3-(4-hydroxyphenyl)prop-2-en-1-one